[Mg].CC1=CC=C(C=C1)S(=O)(=O)O p-toluenesulfonic acid magnesium